C(#N)C(C(=O)O)=C(C1=CC=CC=C1)O alpha-cyanohydroxycinnamic acid